di-tert-butyl [(1R)-1-{5-chloro-2-[(4-oxo-2-thioxo-2,3,4,5-tetrahydro-1H-pyrrolo[3,2-d]pyrimidin-1-yl)methyl]phenyl}propyl]imidodicarbonate ClC=1C=CC(=C(C1)[C@@H](CC)N(C(=O)OC(C)(C)C)C(=O)OC(C)(C)C)CN1C(NC(C2=C1C=CN2)=O)=S